FC1=C2C(C=C(NC2=CC(=C1C#CC1=C(C=CC=C1)C)F)C=1C=C(C#N)C=CC1S(=O)(=O)C)=O 3-(5,7-Difluoro-4-oxo-6-(o-tolylethynyl)-1,4-dihydroquinolin-2-yl)-4-(methylsulfonyl)benzonitrile